CN1CCN(CC1)COC(=O)C1=C[C@H]([C@@H](CC1)C(=C)C)C1=C(C=C(C=C1O)CCCCC)O (3R-trans)-3-(2,6-dihydroxy-4-pentylphenyl)-4-(1-methylethenyl)-1-cyclohexene-1-carboxylic acid (4-methyl-1-piperazinyl)methyl ester